BrC=1C(NN=CC1N1CCN(CCC1)CC1=C(C=CC=C1)C)=O 4-bromo-5-[4-[(2-methylphenyl)methyl]-1,4-diazepan-1-yl]-2,3-dihydropyridazin-3-one